N-(1-(5-(3-cyano-6-ethoxypyrazolo[1,5-a]pyridin-4-yl)pyridin-2-yl)-4-((dimethylamino)methyl)piperidin-4-yl)-3-(trifluoromethyl)picolinamide C(#N)C=1C=NN2C1C(=CC(=C2)OCC)C=2C=CC(=NC2)N2CCC(CC2)(CN(C)C)NC(C2=NC=CC=C2C(F)(F)F)=O